ClC1=CC=C(C=C1)C1=C(CCC(C1)(C)C)CN1C2CN(C(C1)CC2)CC=2C=C1C(N(C(C1=CC2)=O)C2C(NC(CC2)=O)=O)=O 5-((5-((4'-chloro-5,5-dimethyl-3,4,5,6-tetrahydro-[1,1'-biphenyl]-2-yl)methyl)-2,5-diazabicyclo[2.2.2]octane-2-yl)methyl)-2-(2,6-dioxopiperidin-3-yl)isoindoline-1,3-dione